(1S,3S,5S)-2-(2-((2-fluorophenyl)amino)-2-oxoacetyl)-N-((S)-3-oxo-1-((S)-2-oxopyrrolidin-3-yl)-4-(trifluoromethoxy)butan-2-yl)-2-azabicyclo[3.1.0]hexane-3-carboxamide FC1=C(C=CC=C1)NC(C(=O)N1[C@H]2C[C@H]2C[C@H]1C(=O)N[C@@H](C[C@H]1C(NCC1)=O)C(COC(F)(F)F)=O)=O